C(C)(C)C1=C(C=CC=C1)[C@H]1N(CCC1)C1CC2(C1)CCN(CC2)C2=CC=C(C(=O)N)C=C2 4-(2-((S)-2-(2-isopropylphenyl)pyrrolidin-1-yl)-7-azaspiro[3.5]non-7-yl)benzamide